NCC1=NC=C(C#N)C=C1 6-Aminomethylnicotinonitrile